COC1=CC=C(C=C1)N1CN2S(OC3=C([C@@H]2C1)C=CC=C3)(=O)=O (R)-2-(4-methoxyphenyl)-1,2,3,10b-tetrahydrobenzo[e]imidazo[1,5-c][1,2,3]oxathiazine 5,5-dioxide